tert-butyl (2-(4-amino-3-chlorophenoxy)ethyl)carbamate NC1=C(C=C(OCCNC(OC(C)(C)C)=O)C=C1)Cl